C(C1=CC=CC=C1)NC(=O)NC1=CC(=C(C=C1)C1=CN=C(S1)[C@@H]1CC[C@H](CC1)NC(OC1=CC=C(C=C1)[N+](=O)[O-])=O)S(NC(C)(C)C)(=O)=O trans-(4-nitrophenyl) N-[4-[5-[4-(benzylcarbamoylamino)-2-(tert-butylsulfamoyl)phenyl]thiazol-2-yl]cyclohexyl]carbamate